trans-5-(((4-((S)-3-(3-cyano-5-fluorophenyl)isoxazolidine-2-carbonyl)cyclohexyl)methyl)amino)-2-fluorobenzonitrile C(#N)C=1C=C(C=C(C1)F)[C@H]1N(OCC1)C(=O)[C@@H]1CC[C@H](CC1)CNC=1C=CC(=C(C#N)C1)F